C(C)(=O)C1(CC1)Cl 1-ACETYL-1-CHLOROCYCLOPROPANE